[Sn]=O.[In].[Ga] gallium indium-tin oxide